(2S,3S,4R,5R)-5-(4-amino-7H-pyrrolo[2,3-d]pyrimidin-7-yl)-3-methyl-2-((methylthio)methyl)tetrahydrofuran-3,4-diol NC=1C2=C(N=CN1)N(C=C2)[C@H]2[C@@H]([C@@]([C@H](O2)CSC)(O)C)O